4-[1-[2-[3,5-bis(trifluoromethyl)pyrazol-1-yl]acetyl]-4-piperidyl]-N-tetralin-1-yl-tetrahydrobenzoxazepine-2-carboxamide FC(C1=NN(C(=C1)C(F)(F)F)CC(=O)N1CCC(CC1)C1CN(OC=2C(C1)CC=CC2)C(=O)NC2CCCC1=CC=CC=C21)(F)F